tert-butyl 4-(2-(4-cyano-2-fluorophenyl)-2H-chromen-5-yl)-3,6-dihydropyridine-1(2H)-carboxylate C(#N)C1=CC(=C(C=C1)C1OC2=CC=CC(=C2C=C1)C=1CCN(CC1)C(=O)OC(C)(C)C)F